(4-[[4-([[(2R,3S)-3-[(tert-butoxycarbonyl)amino]-5-carbamoylpentan-2-yl]oxy]methyl)phenyl]methyl]piperidin-1-yl)acetic acid C(C)(C)(C)OC(=O)N[C@H]([C@@H](C)OCC1=CC=C(C=C1)CC1CCN(CC1)CC(=O)O)CCC(N)=O